P(=O)(OCN1N=C(C(=C1)C1(CC2CC(CC2C1)C1=NN(C(=C1C(NC1=CC(=C(C=C1)F)Cl)=O)N)C)O)C(F)(F)F)(OC(C)(C)C)OC(C)(C)C (4-(5-(5-amino-4-((3-chloro-4-fluorophenyl)carbamoyl)-1-methyl-1H-pyrazol-3-yl)-2-hydroxyoctahydropentalen-2-yl)-3-(trifluoromethyl)-1H-pyrazol-1-yl)methyl di-tert-butyl phosphate